2-fluoro-5-(morpholin-4-yl)aniline FC1=C(N)C=C(C=C1)N1CCOCC1